ClC1=C(C=CC(=C1)C1=NOC(=N1)C)C1=CC=C(C=C1)C(=O)NC1=NC=C(C(=N1)OCCN(C)C)C#N 2'-chloro-N-(5-cyano-4-(2-(dimethylamino)ethoxy)pyrimidin-2-yl)-4'-(5-methyl-1,2,4-oxadiazol-3-yl)-[1,1'-biphenyl]-4-carboxamid